N,N-dimethyl-morpholinyl-urea hexafluorophosphate F[P-](F)(F)(F)(F)F.CN(C(=O)NN1CCOCC1)C